1-(5-bromo-2-(oxetan-3-yl)-2H-1,2,3-triazol-4-yl)ethan-1-one BrC=1C(=NN(N1)C1COC1)C(C)=O